2-[[2-[tert-butyl(dimethyl)silyl]oxy-3-[2-oxo-3-(3-oxo-4H-pyrido[3,2-b][1,4]oxazin-6-yl)-1,3-oxazolidin-5-yl]propyl]amino]-2,3-dihydro-1H-indene-4-carbonitrile [Si](C)(C)(C(C)(C)C)OC(CNC1CC=2C=CC=C(C2C1)C#N)CC1CN(C(O1)=O)C=1C=CC=2OCC(NC2N1)=O